ClC1=CC=C2C=C(NC2=C1)CNCCCCNCCNC1=NC2=C(C3=CN=CC=C13)C=CC(=C2)C(=O)N 5-((2-((4-(((6-Chloro-1H-indol-2-yl)methyl)amino)butyl)amino)ethyl)amino)benzo[c][2,6]naphthyridine-8-carboxamide